Neopentylglycol Diacrylate CC(C)(COC(=O)C=C)COC(=O)C=C